O1C(=CC(=O)C=2C(O)=CC(O)=CC12)C1=CC=C(O)C=C1 (e)-Apigenin